5-(tert-butyl)-N-(2-fluoro-4-(5-(4-(piperidin-4-yl)phenyl)-1H-pyrazolo[3,4-b]pyridin-3-yl)benzyl)-1,2,4-oxadiazole-3-carboxamide hydrochloride Cl.C(C)(C)(C)C1=NC(=NO1)C(=O)NCC1=C(C=C(C=C1)C1=NNC2=NC=C(C=C21)C2=CC=C(C=C2)C2CCNCC2)F